FC(C1=NN=C(O1)C1=CC=C(C=C1)CN1C=NC(=C1)C1=CC2=C(N(C(=N2)N)C)C=C1)F 5-[1-[[4-[5-(Difluoromethyl)-1,3,4-oxadiazol-2-yl]phenyl]methyl]imidazol-4-yl]-1-methylbenzimidazol-2-amine